5-(1-methylcyclopropyl)-N-((1R,3r,5S)-8-(((1-methyl-piperidin-4-yl)methyl)sulfonyl)-8-azabicyclo[3.2.1]octan-3-yl)isoxazole-3-carboxamide CC1(CC1)C1=CC(=NO1)C(=O)NC1C[C@H]2CC[C@@H](C1)N2S(=O)(=O)CC2CCN(CC2)C